OC1=C(C=O)C=C(C(=C1)O)OC 2,4-Dihydroxy-5-methoxy-benzaldehyd